bis[silabutanol] bis[vinyl carbamate] C(=C)NC(O)=O.C(=C)NC(O)=O.[SiH2](CCC)O.[SiH2](CCC)O